5-(4-bromo-1-(difluoromethyl)-1H-pyrazol-3-yl)pyrimidine BrC=1C(=NN(C1)C(F)F)C=1C=NC=NC1